CC1COCO1 5-Methyl-5H-[1,3]dioxole